1'-methyl-1H,1'H-[3,4'-bipyrazol]-5-amine CN1N=CC(=C1)C1=NNC(=C1)N